NC=1C=2N(C=CN1)C(=CC2C2=CC=C(C=C2)NC(=O)C=2C(N(C(N(C2)C(C)C)=O)C2=NC=CC=C2)=O)C2CCN(CC2)C(C(C)C)=O N-(4-(1-amino-6-(1-isobutyrylpiperidin-4-yl)pyrrolo[1,2-a]pyrazin-8-yl)phenyl)-1-isopropyl-2,4-dioxo-3-(pyridin-2-yl)-1,2,3,4-tetrahydropyrimidine-5-carboxamide